N-(2-((2-(2-(Aminooxy)acetamido)ethyl)amino)-2-oxoethyl)-N-(4-(2,3-dihydroxy-benzamido)butyl)-2,3-dihydroxybenzamide NOCC(=O)NCCNC(CN(C(C1=C(C(=CC=C1)O)O)=O)CCCCNC(C1=C(C(=CC=C1)O)O)=O)=O